1-trimethoxysilyl-6-(dimethylamino)(methyldimethoxysilylpropylamino)methylsilylhexane CO[Si](C(CCCCCN(C)C)[SiH2]CNCCC[Si](OC)(OC)C)(OC)OC